C(C1=CC=CC=C1)OC=CC1=CC=CC=C1 (benzyloxy)styrene